FC=1C=C(C=CC1F)[C@H]1[C@@H](CN(C1)CCOC)NC(=O)NC1=C2C(=NN1C1=CC=CC=C1)CCC2 trans-1-(4-(3,4-difluorophenyl)-1-(2-methoxyethyl)pyrrolidin-3-yl)-3-(2-phenyl-2,4,5,6-tetrahydrocyclopent[c]pyrazol-3-yl)urea